C(C)OC(=O)C1=NNC=N1 1,2,4-triazole-3-carboxylic acid ethyl ester